BrC=1C=C2C(=NC(=NC2=C2C1CCC2)C)N[C@H](C)C=2C=C(C=C(C2)C(F)(F)F)NC(C)=O (R)-N-(3-(1-((6-bromo-2-methyl-8,9-dihydro-7H-cyclopenta[h]quinazolin-4-yl)amino)ethyl)-5-(trifluoromethyl)phenyl)acetamide